C1(CC1)C1=CNC2=CC=CC(=C12)C1CCC(CC1)=CNCCN1CCN(CC1)CCO 5-(3-cyclopropyl-1H-indol-4-yl)-2-(((2-(4-(2-hydroxyethyl)piperazin-1-yl)ethyl)amino)methylene)cyclohexane